The molecule is a cisplatin-modified (di)nucleotide in which cisplatin has formed an adduct with two molecules of dGMP. It derives from a 2'-deoxyguanosine 5'-monophosphate. C1[C@@H]([C@H](O[C@H]1N2C=NC3=C2N=C(NC3=O)N)COP(=O)(O)O)O.C1[C@@H]([C@H](O[C@H]1N2C=NC3=C2N=C(NC3=O)N)COP(=O)(O)O)O.N.N.[Pt+2]